CON(C(C(CCC)NC(OC(C)(C)C)=O)=O)C tert-butyl (1-(methoxy(methyl)amino)-1-oxopentan-2-yl)carbamate